Cl.Cl.ClC=1C=NN2C1N=C1C(=C2NCC2=CC=C(C=C2)Cl)CCC12CCNCC2 3-Chloro-N-(4-chlorobenzyl)-6,7-dihydrospiro[cyclopenta[d]pyrazolo[1,5-a]pyrimidine-5,4'-piperidine]-8-amine dihydrochloride